2-methyl-4-phenyl-6-m-tolylpyridine CC1=NC(=CC(=C1)C1=CC=CC=C1)C=1C=C(C=CC1)C